N-(3-chloro-5-(methylsulfonamido)phenyl)-5-methyl-1-(3-methylpyridin-2-yl)-1H-pyrrole-3-carboxamide ClC=1C=C(C=C(C1)NS(=O)(=O)C)NC(=O)C1=CN(C(=C1)C)C1=NC=CC=C1C